FC(C=1C=NC(=NC1)N1CCC(=CC1)CC(=O)N)(F)F 2-(1-(5-(trifluoromethyl)pyrimidin-2-yl)-1,2,3,6-tetrahydropyridine-4-yl)acetamide